COC1=CC=C(C=C1)C#CC1=CC=C(C=C1)OC 1,2-bis(4-methoxyphenyl)acetylene